The molecule is a dicarboxylic acid dianion resulting from the removal of a proton from both of the carboxy groups of heme d cis-diol. It has a role as a cofactor. It is a conjugate base of a heme d cis-diol. CC1=C(C2=CC3=NC(=CC4=C(C(=C([N-]4)C=C5C(=C(C(=N5)C=C1[N-]2)C)C=C)C)C=C)[C@]([C@]3(CCC(=O)[O-])O)(C)O)CCC(=O)[O-].[Fe]